({2-[(4-chloro-2,6-difluorophenyl)methoxy]-3-methyl-5,6,7,8-tetrahydro-1,7-naphthyridin-7-yl}methyl)-7-fluoro-1-{[(2S)-oxetan-2-yl]methyl}-1H-1,3-benzodiazole-6-carboxylic acid ClC1=CC(=C(C(=C1)F)COC1=NC=2CN(CCC2C=C1C)CC1=NC2=C(N1C[C@H]1OCC1)C(=C(C=C2)C(=O)O)F)F